(2R,3R,4R,5R)-2-((benzoyloxy)methyl)-5-(4-chloro-5-fluoro-7H-pyrrolo[2,3-d]pyrimidin-7-yl)tetrahydrofuran-3,4-diyl dibenzoate C(C1=CC=CC=C1)(=O)O[C@@H]1[C@H](O[C@H]([C@@H]1OC(C1=CC=CC=C1)=O)N1C=C(C2=C1N=CN=C2Cl)F)COC(C2=CC=CC=C2)=O